6-(3,4-Dichloro-phenyl)-pyrimidine-4-carboxylic acid ((R)-1-pyridin-3-yl-ethyl)-amide N1=CC(=CC=C1)[C@@H](C)NC(=O)C1=NC=NC(=C1)C1=CC(=C(C=C1)Cl)Cl